N-(2-(3-chlorophenyl)-4-oxoquinazolin-3(4H)-yl)benzamide ClC=1C=C(C=CC1)C1=NC2=CC=CC=C2C(N1NC(C1=CC=CC=C1)=O)=O